COC1=NC=C(C(=N1)OC)C=1C=C(C=2N(N1)C(=CN2)F)[C@@H]2[C@H](C2)C2=CC=NC=C2 6-(2,4-dimethoxypyrimidin-5-yl)-3-fluoro-8-[(1S,2S)-2-(4-pyridyl)cyclopropyl]imidazo[1,2-b]pyridazine